OC1CCC2=CC=CC=C12 hydroxy-indan